2-phenyl-3-((4-methoxyphenyl)thio)indole C1(=CC=CC=C1)C=1NC2=CC=CC=C2C1SC1=CC=C(C=C1)OC